CN1C2=NCCCN2CCC1 7-methyl-1,5,7-triazabicyclo(4.4.0)-5-decene